N-(6-chloroquinolin-8-yl)-5-((5-(diethylamino)pentan-2-yl)amino)pyrazine-2-carboxamide ClC=1C=C2C=CC=NC2=C(C1)NC(=O)C1=NC=C(N=C1)NC(C)CCCN(CC)CC